C(CCCCCCC)(=O)O.O(C(=O)CCCCCCCCC)CCC(C)C isoamyl caprate caprylate